6-prop-yl-2,6-benzothiazolediamine C(CC)C1(C=C2C(=NC(S2)N)C=C1)N